BrC=1C(=NC(=NC1)S(=O)(=O)C)NC1=C(C=CC(=C1)[N+](=O)[O-])F 5-bromo-N-(2-fluoro-5-nitrophenyl)-2-(methylsulfonyl)pyrimidin-4-amine